COC1=C2C3=C(C(OC2=CC(=C1)CCCCC)(C)C)C=CC(=C3)C 1-methoxy-6,6,9-trimethyl-3-pentyl-6H-benzo[c]chromene